ClC=1C(=C(C(=CC1)N1N=NN=C1)C1=CC(N2[C@H](CC[C@@H]2C1)C=1NC(=CN1)C1=C(C(=NC=C1)N1CC(C1)C#N)F)=O)F |o1:16| (4-(2-((3R*,8aR)-7-(3-chloro-2-fluoro-6-(1H-tetrazol-1-yl)phenyl)-5-oxo-1,2,3,5,8,8a-hexahydroindolizin-3-yl)-1H-imidazol-5-yl)-3-fluoropyridin-2-yl)azetidine-3-carbonitrile